7-(4-(tert-butoxy)-4-oxobut-1-en-2-yl)-1H-indole-2-carboxylic acid ethyl ester C(C)OC(=O)C=1NC2=C(C=CC=C2C1)C(=C)CC(=O)OC(C)(C)C